4-bromo-2-fluoro-3-(trifluoromethoxy)phenol BrC1=C(C(=C(C=C1)O)F)OC(F)(F)F